BrC(=CC=1COC2=C(C=CC=C2C1)OC)Br 3-(2,2-dibromoethenyl)-8-methoxy-2H-chromene